1-(4-(7-chloro-6-(2-chlorophenyl)quinazolin-4-ylamino)piperidin-1-yl)prop-2-en-1-one ClC1=C(C=C2C(=NC=NC2=C1)NC1CCN(CC1)C(C=C)=O)C1=C(C=CC=C1)Cl